exo-N-[(1R)-1-(4-ethoxyphenyl)-2-methoxyethyl]-5-ethynyl-1a,6b-dihydro-1H-cyclopropa[b][1]benzofuran-1-carboxamide C(C)OC1=CC=C(C=C1)[C@H](COC)NC(=O)C1C2OC3=C(C21)C=C(C=C3)C#C